FC1=CC=C(C=C1)COC1=CC(=NN1C(=O)C1=COC(=C1)C)C1C(CN(C1)S(=O)(=O)C)=O 4-{5-[(4-Fluorophenyl)methyloxy]-1-(5-methylfuran-3-carbonyl)-1H-pyrazol-3-yl}-1-methansulfonylpyrrolidin-3-on